pyrimidine-phosphate P(=O)(O)(O)O.N1=CN=CC=C1